2-(2-chloro-4-nitrophenyl)ethanethiol ClC1=C(C=CC(=C1)[N+](=O)[O-])CCS